ethyl (3E)-4-ethoxy-2-oxobut-3-enoate C(C)O/C=C/C(C(=O)OCC)=O